BrC1=C2CCN(CC2=CC(=C1)NC=1N=NC(=C(N1)NC1=NC=CC=C1OC)C(=O)N)C ((5-bromo-2-methyl-1,2,3,4-tetrahydroisoquinolin-7-yl)amino)-5-((3-methoxypyridin-2-yl)amino)-1,2,4-triazine-6-carboxamide